methylmethoxyhafnium C[Hf]OC